3-(3-(Cyclohexylmethoxy)phenyl)butan-1-amine C1(CCCCC1)COC=1C=C(C=CC1)C(CCN)C